((1S,2R)-2-((4,4-difluorocyclohexyl)amino)cyclohexyl(amino)-1-oxoisoindolin-2-yl)piperidine-2,6-dione FC1(CCC(CC1)N[C@H]1[C@H](CCCC1)C1(N(C(C2=CC=CC=C12)=O)N1C(CCCC1=O)=O)N)F